(3E)-11,11-dihexoxy-3-undecene-1-ol C(CCCCC)OC(CCCCCC/C=C/CCO)OCCCCCC